BrC1=CC(=C(CN2C(C3=NC=CC=C3C2=O)([2H])[2H])C(=C1)C)F 6-(4-Bromo-2-fluoro-6-methylbenzyl)-6,7-dihydro-5H-pyrrolo[3,4-b]pyridin-5-one-7,7-d2